C1(CC1)S(=O)(=O)NC1=NC=CC(=N1)C(C(=O)NC1=NC=C(C=C1)C1=NC(=CN=C1)OC)CC 2-(2-(cyclopropanesulfonylamino)pyrimidin-4-yl)-N-(5-(6-methoxypyrazin-2-yl)pyridin-2-yl)butyramide